OC1CCN(CC1)C=1C=CC(=NC1)NC=1C=CC(=C2CNC(C12)=O)C1=CN=C2N1C=CC=C2OC 7-[[5-(4-hydroxy-1-piperidyl)-2-pyridyl]amino]-4-(8-methoxyimidazo[1,2-a]pyridin-3-yl)isoindolin-1-one